CC1=C(OC=2N=NC=CC2)C(=CC=C1)C 2,6-dimethylphenoxypyridazine